C1CC12CNC(C2)=O 5-aza-spiro[2.4]heptan-6-one